OC=1C(=NC2=CC=CC=C2C1)C(=O)OC(=O)C1=NC2=CC=CC=C2C=C1O hydroxyquinolinoic anhydride